C(COCCOCCOCCOCCCCCC)O 3,6,9,12-tetraoxaoctadecan-1-ol